tert-butyl (3S,4R)-4-{[2-(3-{[4-(ethanesulfonyl)-2-methoxyphenyl]amino}prop-1-yn-1-yl)-1-(2,2,2-trifluoroethyl)-1H-indol-4-yl]amino}-3-fluoropiperidine-1-carboxylate C(C)S(=O)(=O)C1=CC(=C(C=C1)NCC#CC=1N(C2=CC=CC(=C2C1)N[C@H]1[C@H](CN(CC1)C(=O)OC(C)(C)C)F)CC(F)(F)F)OC